O=C1NC(CCC1C1=NN(C2=CC(=CC=C12)NC1CCN(C2(CC2)C1)C(=O)OC(C)(C)C)C)=O tert-Butyl 7-[[3-(2,6-dioxo-3-piperidyl)-1-methyl-indazol-6-yl]amino]-4-azaspiro[2.5]octane-4-carboxylate